4-bromo-5-fluoro-2,3-dihydrobenzofuran-3-ol BrC1=C(C=CC2=C1C(CO2)O)F